CC1=NC(=C(N=C1NC1=CC=C(C=C1)[C@@H](C)N1CCOCC1)NC)C=1C2=C(C=NC1)N(C=N2)C |o1:14| Methyl-5-(methylamino)-6-(3-methylimidazo[4,5-c]pyridin-7-yl)-3-[4-[rel-(1R)-1-morpholinoethyl]anilino]pyrazine